CN([C@H](C)C1=CC=CC=C1)CC1=CC(=NC=C1)C=1C=C2CN(C(C2=CC1)=O)C1C(NC(CC1)=O)=O 3-(5-(4-((methyl((R)-1-phenylethyl)amino)methyl)pyridin-2-yl)-1-oxoisoindolin-2-yl)piperidine-2,6-dione